The molecule is an ammonium ion resulting from the protonation of the primary amino group of midodrine. It is a conjugate acid of a midodrine. COC1=CC(=C(C=C1)OC)C(CNC(=O)C[NH3+])O